1-(5-ethyl-2-methylthiophene-3-yl)-6-fluoro-9H-pyrido[3,4-b]indole C(C)C1=CC(=C(S1)C)C1=NC=CC2=C1NC1=CC=C(C=C21)F